7-((4-(6-methylcarbamoyl-2-methylpyridin-3-yl)piperazin-1-yl)methyl)-6-fluoro-2-methyl-1,2,3,5-tetrahydro-4H-pyrrolo[3,4-c]quinolin-4-one CNC(=O)C1=CC=C(C(=N1)C)N1CCN(CC1)CC=1C=CC=2C3=C(C(NC2C1F)=O)CN(C3)C